N-(3-hydroxyphenyl)pivalamide OC=1C=C(C=CC1)NC(C(C)(C)C)=O